O=C1CN(CC2=C(N1)C=CC=C2)C(=O)OC(C)(C)C tert-butyl 2-oxo-1,2,3,5-tetrahydro-4H-benzo[e][1,4]diazepine-4-carboxylate